(R)-4-(3-(3-aminoazepane-1-carbonyl)-1-(4-cyclopropyl-2-fluorophenyl)-1H-pyrazole-5-yl)-2-fluorobenzonitrile N[C@H]1CN(CCCC1)C(=O)C1=NN(C(=C1)C1=CC(=C(C#N)C=C1)F)C1=C(C=C(C=C1)C1CC1)F